NC1=C(C=C(C=C1)C=1SC(=CC1)F)NC(C1=CC=C(C=C1)[S@@](=O)(=N)C1CC1)=O |r| rac-N-[2-amino-5-(5-fluoro-2-thienyl)phenyl]-4-(cyclopropylsulfonimidoyl)benzamide